NC1=NC(=C2N=CN(C2=N1)CC(CO)OCP(OCCSSCCCCCCCCCCCCCCCC)(O)=O)N 2-(hexadecyldisulfanyl)ethyl hydrogen (((1-(2,6-diamino-9H-purin-9-yl)-3-hydroxypropan-2-yl)oxy)methyl)phosphonate